CN(C1=CC=C(C=N1)S(=O)(=O)C1=CC=C(C=C1)CNC(=O)C=1C=NC=2N(C1)C=CN2)C N-({4-[6-(dimethylamino)pyridine-3-sulfonyl]phenyl}methyl)imidazo[1,2-a]pyrimidine-6-carboxamide